ClC1=NC=C(C(=O)N)C(=C1)NC1=C(C=CC=C1)C#N 6-chloro-4-(2-cyanophenylamino)nicotinamide